ClC1=NC=C(C(=N1)C1=CC=C(C(=O)NCC#N)C=C1)F 4-(2-Chloro-5-fluoropyrimidin-4-yl)-N-(cyanomethyl)benzamide